3-(5-(1-(5-methoxy-3-methyl-6-nitro-1H-indole-2-carbonyl)piperidin-4-yl)-1-oxoisoindolin-2-yl)piperidine-2,6-dione COC=1C=C2C(=C(NC2=CC1[N+](=O)[O-])C(=O)N1CCC(CC1)C=1C=C2CN(C(C2=CC1)=O)C1C(NC(CC1)=O)=O)C